C[Si](CCOCN1C=CC2=C1N=CN=C2NC2CCC(CC2)O)(C)C (1R,4R)-4-((7-((2-(trimethylsilyl)ethoxy)methyl)-7H-pyrrolo[2,3-d]pyrimidin-4-yl)amino)cyclohexan-1-ol